tricyclo[3.1.1.01,5]Heptane C123CCCC1(C2)C3